3'-chloro-[1,1'-biphenyl]-2-amine ClC=1C=C(C=CC1)C=1C(=CC=CC1)N